1H-1,2,4-triazole-1-d-5-amine-d2 N1(N=CN=C1N([2H])[2H])[2H]